C(C)(C)(C)OC(=O)N[C@H](C(=O)N[C@H](C(=O)NC1=CC=C(S1)C(=O)NCCC[C@@H](C(=O)OC)NC(C1=CC=C(C=C1)CCC=1N=C2C(=NC(=NC2=NC1)N)N)=O)C)C(C)C Methyl (S)-5-(5-((S)-2-((S)-2-((tert-butoxycarbonyl)amino)-3-methylbutanamido) propanamido)thiophene-2-carboxamido)-2-(4-(2-(2,4-diaminopteridin-6-yl)ethyl) benzamido)pentanoate